8-(4-((R)-1-(4-chloro-2-(5,6-dihydro-2H-pyran-3-yl)phenyl)-2,2,2-trifluoroethoxy)thieno[3,2-d]pyrimidine-7-yl)-2-azaspiro[4.5]dec-7-ene-3-carboxylic acid hydrochloride Cl.ClC1=CC(=C(C=C1)[C@H](C(F)(F)F)OC=1C2=C(N=CN1)C(=CS2)C2=CCC1(CC(NC1)C(=O)O)CC2)C=2COCCC2